C(C)(C)(C)C1=CC(=CC2=CC=CC=C12)C=1N=CC=C2C1OC1=C2C=CC=2C(CCC(C21)(C)C)(C)C 10-(4-(tert-butyl)naphthalen-2-yl)-1,1,4,4-tetramethyl-1,2,3,4-tetrahydronaphtho[2',1':4,5]furo[2,3-c]pyridine